Hexadecanoic acid, 2-methylpropyl ester C(CCCCCCCCCCCCCCC)(=O)OCC(C)C